tert-butyl 1-[5-[[4-(3-chloro-4-cyano-phenoxy)cyclohexyl]carbamoyl]-1,3,4-thiadiazol-2-yl]piperidine-4-carboxylate ClC=1C=C(OC2CCC(CC2)NC(=O)C2=NN=C(S2)N2CCC(CC2)C(=O)OC(C)(C)C)C=CC1C#N